ClC=1C=C2C=NNC2=CC1OCC1=NOC(=C1)C([2H])([2H])[2H] 3-(((5-chloro-1H-indazol-6-yl)oxy)methyl)-5-(methyl-d3)isoxazole